ClC=1C(=C2C(=NC1C)CN(C2)C(=O)[C@H]2CN(CC2)C=2C=NC=C(C2)C(F)F)C (3-chloro-2,4-dimethyl-5,7-dihydropyrrolo[3,4-b]pyridin-6-yl)-[(3R)-1-[5-(difluoromethyl)-3-pyridinyl]pyrrolidin-3-yl]methanone